ClC=1C=C(C=C(C1OCCCCl)Cl)S(=O)(=O)C1=CC=C(OC[C@H](CS(=O)(=O)CC)O)C=C1 (R)-1-(4-((3,5-dichloro-4-(3-chloropropoxy)phenyl)sulfonyl)phenoxy)-3-(ethylsulfonyl)propan-2-ol